1-((4-isocyanato-1-methylcyclohexyl)methyl)-5,5-dimethyl-3-((2-(trimethylsilyl)ethoxy)methyl)imidazolidine-2,4-dione N(=C=O)C1CCC(CC1)(C)CN1C(N(C(C1(C)C)=O)COCC[Si](C)(C)C)=O